N1=C(C=CC=C1)[C@H](C)NC(C(C)(C)C)=O (S)-N-(1-(pyridin-2-yl)ethyl)pivalamide